OC[C@H](C1=CC=CC=C1)NC1=NC(=NC=C1C=1OC(=NN1)C(C)C)NC=1C=C2CCC(NC2=CC1)=O 6-[[4-[[(1S)-2-hydroxy-1-phenyl-ethyl]amino]-5-(5-isopropyl-1,3,4-oxadiazol-2-yl)pyrimidin-2-yl]amino]-3,4-dihydro-1H-quinolin-2-one